FC=1C=C(C=NC1)[C@H](CNCCC1CCC(CC1)OC)O (R)-1-(5-fluoropyridin-3-yl)-2-((2-((1s,4S)-4-methoxycyclohexyl)ethyl)amino)ethan-1-ol